N1CCCC12CN(CC2)C2=C1C(=NC=C2)NC=C1C#N 4-(1,7-diazaspiro[4.4]nonan-7-yl)-1H-pyrrolo[2,3-b]pyridine-3-carbonitrile